I(=O)(=O)O.ON1C(CCC1=O)=O N-hydroxysuccinimide iodate